1-(3-bromopyridin-2-yl)cyclopropane-1-carbonitrile BrC=1C(=NC=CC1)C1(CC1)C#N